FC1=C(C(=C(C(=C1F)F)F)F)[B-](C1=C(C(=C(C(=C1F)F)F)F)F)(C1=C(C(=C(C(=C1F)F)F)F)F)C1=C(C(=C(C(=C1F)F)F)F)F.C1(=C(C=CC=C1)[NH3+])C tolylammonium [tetrakis(perfluorophenyl)borate]